ClC=1C=C(C(=NC1)OC)S(=O)(=O)N1CCC2(C[C@@H](CO2)N2CC3(COC3)C2)CC1 (S)-8-((5-chloro-2-methoxypyridin-3-yl)sulfonyl)-3-(2-oxa-6-azaspiro[3.3]heptan-6-yl)-1-oxa-8-azaspiro[4.5]decane